2'-bromobenzophenone BrC1=C(C=CC=C1)C(C1=CC=CC=C1)=O